ClC=1C=C(C=CC1COC1=C(C=CC=C1)CCN([C@@H]1C=2C=CC(=NC2CCC1)C(=O)[O-])CCC1=CC=C(C=C1)C(=O)OC)C1=CC=C(C=C1)C(F)(F)F (5S)-5-([2-(2-{[3-chloro-4'-(trifluoromethyl) [biphenyl]-4-yl]methoxy}phenyl)ethyl]{2-[4-(methoxycarbonyl)phenyl]ethyl}amino)-5,6,7,8-tetrahydroquinoline-2-carboxylate